(3R,4S)-N-{7-[1-(1-ethoxyethyl)pyrazol-4-yl]-8-isopropoxy-[1,2,4]triazolo[1,5-c]pyrimidin-2-yl}-3-methylpiperidin-4-amine C(C)OC(C)N1N=CC(=C1)C1=C(C=2N(C=N1)N=C(N2)N[C@@H]2[C@@H](CNCC2)C)OC(C)C